piperidinyl-propyl-benzimidazole N1(CCCCC1)C1=CC=CC=2N=C(NC21)CCC